2'-chloro-7'-(6-(cyclopentyloxy)pyridin-3-yl)spiro[cyclopropane-1,5'-pyrrolo[2,3-d]pyrimidin]-6'(7'H)-one ClC=1N=CC2=C(N1)N(C(C21CC1)=O)C=1C=NC(=CC1)OC1CCCC1